3-(3-(2-(1,3-Dioxoisoindolin-2-yl)-5-fluorothiazol-4-yl)phenyl)-1-methyl-2-oxopyrrolidin-3-yl acetate C(C)(=O)OC1(C(N(CC1)C)=O)C1=CC(=CC=C1)C=1N=C(SC1F)N1C(C2=CC=CC=C2C1=O)=O